N1=CN=C(C=C1)CC(=O)C=1C=C(C#N)C=CC1 3-[(pyrimidin-4-yl)acetyl]benzonitrile